6-chloro-8-(phenylamino)-7-(pyridin-4-yl)-3,4-dihydropyrrolo[1,2-a]pyrazin-1(2H)-one ClC1=C(C(=C2N1CCNC2=O)NC2=CC=CC=C2)C2=CC=NC=C2